FC=1C(=C(C=C(C1)F)CNC(=O)C=1C(=NC(=C(C1)C=1C=CC=2N(N1)C=C(N2)NC(C)=O)C)OC[2H])O[C@@H]2COCC2 N-({3,5-difluoro-2-[(3S)-oxolan-3-yloxy]phenyl}methyl)-5-{2-acetamidoimidazo[1,2-b]pyridazin-6-yl}-2-(deutero)methoxy-6-methylpyridine-3-carboxamide